C1(=CC=C(C=C1)N(C1=CC=2C(C3=CC=CC=C3C2C=C1)(C)C)C=1C=C(C(=C(C1)C1=CC=CC=C1)Br)C1=CC=CC=C1)C1=CC=CC=C1 (biphenyl-4-yl)-(2'-bromo-1,1':3',1''-terphenyl-5'-yl)-(9,9-dimethyl-9H-fluoren-2-yl)-amine